2,6-di-tert-butyl-4-methylphenyl-isotridecyl-pentaerythritol diphosphite OP(O)OP(O)O.C(C)(C)(C)C1=C(C(=CC(=C1)C)C(C)(C)C)C(O)(C(CO)(CO)CO)CCCCCCCCCCC(C)C